ClC1=C(C(C=2C=CC=NC2C1=O)=O)NC1=CC=C(C=C1)N1CCN(CC1)C 7-chloro-6-((4-(4-methylpiperazin-1-yl)phenyl)amino)quinoline-5,8-dione